NC1=C2N=CN(C2=NC(=N1)F)[C@H]1C([C@@H]([C@@](O1)(C#C)C(O)([2H])[2H])O)([2H])[2H] (2R,3S,5R)-5-(6-amino-2-fluoro-purin-9-yl)-4,4-dideuterio-2-[dideuterio(hydroxy)methyl]-2-ethynyl-tetrahydrofuran-3-ol